(2S)-4,4-difluoro-pyrrolidine FC1(CCNC1)F